4-cycloheptylpiperazine-1-carboxylic acid [(2s,3s,4e,6r)-2-[(2e,4e)-6-[2-(dimethylamino) pyrimidin-4-yl] hept-2,4-dien-2-yl]-3-methyl-12-oxo-1-oxocyclododec-4-en-6-yl] ester CN(C1=NC=CC(=N1)C(/C=C/C=C(\C)/[C@H]1C(C(CCCCC[C@H](/C=C/[C@@H]1C)OC(=O)N1CCN(CC1)C1CCCCCC1)=O)=O)C)C